O[C@H]1[C@@H](O[C@]([C@H]1O)(C(F)(F)F)CO)N1C(NC(C(=C1)F)=O)=O 1-((2R,3R,4S,5R)-3,4-dihydroxy-5-(hydroxymethyl)-5-(trifluoromethyl)tetrahydrofuran-2-yl)-5-fluoropyrimidine-2,4(1H,3H)-dione